OCC1=CC=C(C=C1)N(S(=O)(=O)C)C N-(4-(hydroxymethyl)phenyl)-N-methyl-methanesulfonamide